tert-butyl 4-methoxy-2-(3,3,3-trifluoropropoxy)-5,8-dihydropyrido[3,4-d]pyrimidine-7(6H)-carboxylate COC=1C2=C(N=C(N1)OCCC(F)(F)F)CN(CC2)C(=O)OC(C)(C)C